aluminium-gallium [Ga].[Al]